(S)-9-(4-chloro-2-fluorophenyl)-2-(cyclopropylmethyl)-3-methyl-7-(2-(1-methyl-1H-pyrazol-4-yl)morpholino)-4H-pyrazino[1,2-a]pyrimidin-4-one ClC1=CC(=C(C=C1)C1=NC(=CN2C1=NC(=C(C2=O)C)CC2CC2)N2C[C@@H](OCC2)C=2C=NN(C2)C)F